methyl-8-morpholinoimidazo[1,2-a]pyrazine-2-carboxamide CC1=C(N=C2N1C=CN=C2N2CCOCC2)C(=O)N